FC(C1=C(C=CC=C1)B1OC(C(O1)(C)C)(C)C)F (2-(difluoromethyl)phenyl)-4,4,5,5-tetramethyl-1,3,2-dioxaborolan